N-[4-amino-2-chloro-7-(2-chloro-5-fluorophenyl)-9-oxo-8,9-dihydro-7H-pyrrolo[4,3-H]quinazolin-6-yl]-5-fluoro-3-(trifluoromethyl)benzamide NC1=NC(=NC2=C3C(=C(C=C12)NC(C1=CC(=CC(=C1)F)C(F)(F)F)=O)C(NC3=O)C3=C(C=CC(=C3)F)Cl)Cl